3-amino-N-(2-methoxypropyl)-6-(3-methylimidazo[1,2-a]pyridin-6-yl)-5-(oxazol-2-yl)pyrazine-2-carboxamide NC=1C(=NC(=C(N1)C=1OC=CN1)C=1C=CC=2N(C1)C(=CN2)C)C(=O)NCC(C)OC